(5-chloro-2-thienyl)propan-2-ol ClC1=CC=C(S1)CC(C)O